5-amino-2-[(3-fluoro-5-methoxy-2-pyridinyl)methyl]-8-[2-(hydroxymethyl)-6-methyl-4-pyridinyl]-7-phenyl-[1,2,4]triazolo[4,3-c]pyrimidin-3-one NC1=NC(=C(C=2N1C(N(N2)CC2=NC=C(C=C2F)OC)=O)C2=CC(=NC(=C2)C)CO)C2=CC=CC=C2